FC(C=1N=C2N(C=C(N=C2)N2CCN(CC2)C(=O)OC(C)(C)C)C1)(F)F tert-butyl 4-(2-(trifluoromethyl)imidazo[1,2-a]pyrazin-6-yl)piperazine-1-carboxylate